3-azabicyclo[3.3.1]nonan-9-ol C12CNCC(CCC1)C2O